O=C1N(C2=C(CCC1)C=CC=C2)CCCNC(OC(C)(C)C)=O tert-Butyl N-(3-(2-oxo-2,3,4,5-tetrahydro-1H-1-benzazepin-1-yl)propyl)carbamate